4,4'-bis(carboxyvinyl)-1,1'-biphenyl C(=O)(O)C=CC1=CC=C(C=C1)C1=CC=C(C=C1)C=CC(=O)O